C1(=CC=CC=C1)P(CCCN=CC)C1=CC=CC=C1 N-(3-(diphenylphosphaneyl)propyl)ethan-1-imine